tert-butyl (R)-3-(2-(1-phenyl-1H-pyrazol-4-yl)-N-propylthiazole-4-carboxamido)pyrrolidine-1-carboxylate C1(=CC=CC=C1)N1N=CC(=C1)C=1SC=C(N1)C(=O)N(CCC)[C@H]1CN(CC1)C(=O)OC(C)(C)C